FC1(CCN(CC1)N1C=C(C=CC1=O)NC(=O)C1=C(C=C(C=C1)NS(=O)(=O)CC(=O)OCC)N1CCC2(CC2)CC1)F ethyl 2-(N-(4-((1-(4,4-difluoropiperidin-1-yl)-6-oxo-1,6-dihydropyridin-3-yl)carbamoyl)-3-(6-azaspiro[2.5]octan-6-yl)phenyl)sulfamoyl)acetate